C(C)(C)(C)C1=C(C=CC=C1)SC1=CC=C(C(=O)C2=CC=CC=C2)C=C1 4-[(2-tert-butylphenyl)thio]benzophenone